(2-ethylhexyl)dimethyl-ammonium C(C)C(C[NH+](C)C)CCCC